OC[C@H]1N(C/C(/C1)=N/OC)C(=O)C1=NC=C(C=C1)C1=C(C=CC=C1)C (S,E)-(2-(Hydroxymethyl)-4-(methoxyimino)pyrrolidin-1-yl)(5-(o-tolyl)pyridin-2-yl)methanone